FC1=CC(=C(C=C1C1=CNC(C(=C1)F)=O)NC(=O)C1=CNC(C=C1C(F)(F)F)=O)N1C[C@H](N([C@H](C1)C)C)C |r| N-[4-fluoro-5-(5-fluoro-6-oxo-1H-pyridin-3-yl)-2-[rac-(3R,5S)-3,4,5-trimethylpiperazin-1-yl]phenyl]-6-oxo-4-(trifluoromethyl)-1H-pyridine-3-carboxamide